FC=1C(=C(C=C(C1)C(C)(C)C1=CN=CO1)[C@@H](C(=O)O)N1C[C@@H](CC1)OCCCCCC1=NC=2NCCCC2C=C1)OC (S)-2-(3-fluoro-2-methoxy-5-(2-(oxazol-5-yl)propan-2-yl)phenyl)-2-((R)-3-((5-(5,6,7,8-tetrahydro-1,8-naphthyridin-2-yl)pentyl)oxy)pyrrolidin-1-yl)acetic acid